FC(CN1C(=NC2=C1C=C(C=C2)C=2C(=CN1N=C(N=C(C12)OC([2H])([2H])[2H])N[C@@H]1[C@@H](CN(CC1)C(C([2H])([2H])[2H])=O)F)F)C)F 1-((3R,4S)-4-((5-(1-(2,2-difluoroethyl)-2-methyl-1H-benzo[d]imidazol-6-yl)-6-fluoro-4-(methoxy-d3)pyrrolo[2,1-f][1,2,4]triazin-2-yl)amino)-3-fluoropiperidin-1-yl)ethan-1-one-2,2,2-d3